COC=1C=C(C=CC1OC)C1=NSC(=N1)C1CCNCC1 3-(3,4-dimethoxyphenyl)-5-(4-piperidinyl)-1,2,4-thiadiazole